C(C)(C)(C)OC(NCCC#CC1=NC(=CC=C1NC(C1=C(C=CC(=C1)C(F)(F)F)NC1=C(C=C(C=C1)F)Br)=O)OC)=O (4-(3-(2-((2-bromo-4-fluorophenyl)amino)-5-(trifluoromethyl)-benzoylamino)-6-methoxypyridin-2-yl)but-3-yn-1-yl)-carbamic acid tert-butyl ester